ClC1=C(C=C2C=C(N=CC2=C1)NC(=O)[C@H]1[C@H]([C@@H]1C1=NC=CC=C1)CC)N1CCN(CC1)[C@]1(COC[C@H]1F)C (1S,2S,3S)-N-[7-chloro-6-[4-((3S,4S)-4-fluoro-3-methyl-tetrahydrofuran-3-yl)piperazin-1-yl]-3-isoquinolinyl]-2-ethyl-3-(2-pyridinyl)cyclopropanecarboxamide